(S)-tert-Butyl 3-((4-(3-methoxypyridazin-4-yl)pyrimidin-2-yl)amino)piperidine-1-carboxylate COC=1N=NC=CC1C1=NC(=NC=C1)N[C@@H]1CN(CCC1)C(=O)OC(C)(C)C